i-pentanone CC(C(C)C)=O